NC1=NC=C(C(=N1)C(F)F)C1=NC(=NC(=N1)N1CCOCC1)N1CCN(CC1)C(CCCCN(C(\C=C\C)=O)C)=O (E)-N-(5-(4-(4-(2-amino-4-(difluoromethyl)pyrimidin-5-yl)-6-morpholino-1,3,5-triazin-2-yl)piperazin-1-yl)-5-oxopentyl)-N-methylbut-2-enamide